6-bromo-3-methyl-1H-indole BrC1=CC=C2C(=CNC2=C1)C